(3,3-difluoro-4-hydroxy-1-azaspiro[4.4]nonan-1-yl)(5-fluoro-6-iodopyridin-2-yl)methanone FC1(CN(C2(C1O)CCCC2)C(=O)C2=NC(=C(C=C2)F)I)F